C(C)OC1=CC=C(C=N1)C1=NC(=CC=C1)C(=O)NOCC1=C(C=CC(=C1)OC)F 6'-ethoxy-N-((2-fluoro-5-methoxybenzyl)oxy)-[2,3'-bipyridine]-6-carboxamide